CC(C(C(=O)N1C2CC(C(C1C(=O)NC(CC1C(NCC1)=O)C=C(S(=O)(=O)C)F)CC2)(F)F)NC(C(F)(F)F)=O)(C)C 2-(3,3-dimethyl-2-(2,2,2-trifluoroacetamido)butanoyl)-5,5-difluoro-N-(4-fluoro-4-(methylsulfonyl)-1-(2-oxopyrrolidin-3-yl)but-3-en-2-yl)-2-azabicyclo[2.2.2]octane-3-carboxamide